N(=C=O)[C@H](C(=O)OC)C methyl (S)-2-isocyanatopropanoate